N-((3-chlorophenyl)(methyl)(oxo)-λ6-sulfaneylidene)-2-(6-(5-(trifluoromethyl)-1,2,4-oxadiazol-3-yl)imidazo[1,2-a]pyridin-2-yl)acetamide ClC=1C=C(C=CC1)S(=NC(CC=1N=C2N(C=C(C=C2)C2=NOC(=N2)C(F)(F)F)C1)=O)(=O)C